5-chloro-6-(4-(3,3,3-trifluoropropyl)piperazin-1-yl)pyridin-3-amine ClC=1C=C(C=NC1N1CCN(CC1)CCC(F)(F)F)N